N1N=CN=C1C(=O)NC1CCN(CC1)C(CCCNC(OC(C)(C)C)=O)=O tert-butyl (4-(4-(1H-1,2,4-triazole-5-carboxamido)piperidin-1-yl)-4-oxobutyl)carbamate